ClC1=CC=C(C=C1)C1=C(CCC(C1)(C)C)CN1C(CN(CC1C)CC=1C(=C2CN(C(C2=CC1)=O)C1C(NC(CC1)=O)=O)F)C 3-(5-((4-((4'-chloro-5,5-dimethyl-3,4,5,6-tetrahydro-[1,1'-biphenyl]-2-yl)methyl)-3,5-dimethylpiperazin-1-yl)methyl)-4-fluoro-1-oxoisoindolin-2-yl)piperidine-2,6-dione